OC(C)(C)C1=NC=CC(=C1)CN[C@@H]1CS(C=C1)(=O)=O (S)-3-(((2-(2-hydroxypropan-2-yl)pyridin-4-yl)methyl)amino)-2,3-dihydrothiophene 1,1-dioxide